4,8-dimethoxythieno[2',3':4,5]Benzo[1,2-c][1,2,5]Thiadiazole-6-carboxylic acid methyl ester COC(=O)C1=CC=2C(=C(C=3C(=NSN3)C2OC)OC)S1